silver-cadmium-tellurium [Te].[Cd].[Ag]